FC=1C=CC(=NC1C)C1CC2(C1)CCN(CC2)C(=O)C2CC1(C2)NC(OC1)=O (2s,4s)-2-(2-(5-fluoro-6-methylpyridin-2-yl)-7-azaspiro[3.5]nonane-7-carbonyl)-7-oxa-5-azaspiro[3.4]octan-6-one